ethyl 3-(2,6-dichloro-3,5-dimethoxyphenyl)acrylate ClC1=C(C(=C(C=C1OC)OC)Cl)C=CC(=O)OCC